C(CCC)(=O)O[BH-](OC(CCC)=O)OC(CCC)=O.C[N+](C)(C)C tetramethylammonium tributyryloxyborohydride